6-Cyclopropyl-4-(dimethylamino)-N-[(2-methyl-8-quinolyl)sulfonyl]benzofuran-2-carboxamide C1(CC1)C1=CC2=C(C=C(O2)C(=O)NS(=O)(=O)C=2C=CC=C3C=CC(=NC23)C)C(=C1)N(C)C